N-(1-Adamantyl)-4-[[2-(5-chloro-2-hydroxyphenyl)acetyl]amino]pyridin C12(CC3CC(CC(C1)C3)C2)N2CC=C(C=C2)NC(CC2=C(C=CC(=C2)Cl)O)=O